6-Fluorobenzo[d]thiazol-2-amin FC1=CC2=C(N=C(S2)N)C=C1